NC1=NC=NN2C1=C(C=C2C=2C=CC(=C(C(=O)NCC[C@H](O)C1=CC=C(C=C1)Cl)C2)F)C(F)(F)F 5-[4-amino-5-(trifluoromethyl)pyrrolo[2,1-f][1,2,4]triazin-7-yl]-N-[(3S)-3-(4-chlorophenyl)-3-hydroxypropyl]-2-fluorobenzamide